1-nonadecanoyl-2-(6Z,9Z,12Z,15Z-octadecatetraenoyl)-glycero-3-phospho-(1'-sn-glycerol) CCCCCCCCCCCCCCCCCCC(=O)OC[C@H](COP(=O)(O)OC[C@H](CO)O)OC(=O)CCCC/C=C\C/C=C\C/C=C\C/C=C\CC